tert-butyl-4-(7-(benzyloxy)-6-methoxyquinazolin-4-yl)-1,4-diazepane-1-carboxylic acid C(C)(C)(C)C1N(CCCN(C1)C1=NC=NC2=CC(=C(C=C12)OC)OCC1=CC=CC=C1)C(=O)O